1,4-dimethyl-3-(3-methanesulfonylpropoxy)-6,7-dihydro-5H-cyclopenta[c]pyridine-6-carbaldehyde CC1=NC(=C(C2=C1CC(C2)C=O)C)OCCCS(=O)(=O)C